(R)-6,6-dimethyl-N'-((5-(2-(trifluoromethyl)pyridin-4-yl)-2,3-dihydro-1H-inden-4-yl)carbamoyl)-6,7-dihydro-5H-pyrazolo[5,1-b][1,3]oxazine-3-sulfonimidamide CC1(CN2C(OC1)=C(C=N2)[S@@](=O)(N)=NC(NC2=C1CCCC1=CC=C2C2=CC(=NC=C2)C(F)(F)F)=O)C